3-fluoro-4-[(3s)-3-methoxypyrrolidin-1-yl]aniline FC=1C=C(N)C=CC1N1C[C@H](CC1)OC